P=[N-] phosphinideneamide